2-[6-[4-Chloro-3-(difluoromethyl)phenyl]pyrazolo[4,3-b]pyridin-1-yl]-N,N-dimethyl-acetamide ClC1=C(C=C(C=C1)C=1C=C2C(=NC1)C=NN2CC(=O)N(C)C)C(F)F